CN1N=CC=C1C=1N=C(C2=C(N1)C(=CS2)C2=NC=CC=C2)O 2-(1-methyl-1H-pyrazol-5-yl)-7-(pyridin-2-yl)thieno[3,2-d]pyrimidin-4-ol